tert-Butyl 2-(2-chlorophenyl)-4,4-difluoropiperidine-1-carboxylate ClC1=C(C=CC=C1)C1N(CCC(C1)(F)F)C(=O)OC(C)(C)C